hexahydro-4,7-methylenebenzofuran-2(3H)-one C1C2CCC1C1C2CC(O1)=O